3-((tert-butyldimethylsilyl)oxy)-1-(p-tolyl)propyl 4-(6-(1-methyl-1H-pyrazol-4-yl)pyrazolo[1,5-a]pyridin-3-yl)piperazine-1-carboxylate CN1N=CC(=C1)C=1C=CC=2N(C1)N=CC2N2CCN(CC2)C(=O)OC(CCO[Si](C)(C)C(C)(C)C)C2=CC=C(C=C2)C